O1C(CC=CC1)C=1SC=CN1 2-(3,6-dihydro-2H-pyran-2-yl)thiazole